3,4-Dichloro-5-hydroxy-1-(4-(piperazin-1-yl)benzyl)-1,5-dihydro-2H-pyrrol-2-one ClC=1C(N(C(C1Cl)O)CC1=CC=C(C=C1)N1CCNCC1)=O